3-((2-((S)-(1-ethyl-1H-pyrazole-5-carboxamido)((1r,4S)-4-methylcyclohexyl)methyl)imidazo[1,2-b]pyridazin-6-yl)methyl)-5,5-difluoro-2-oxopiperidine-3-carboxylic acid C(C)N1N=CC=C1C(=O)N[C@H](C=1N=C2N(N=C(C=C2)CC2(C(NCC(C2)(F)F)=O)C(=O)O)C1)C1CCC(CC1)C